7-(5-(5-(cyanomethyl)-1,3,4-thiadiazol-2-yl)-4-(isopropylamino)pyridin-2-yl)pyrrolo[1,2-b]pyridazine-3-carbonitrile C(#N)CC1=NN=C(S1)C=1C(=CC(=NC1)C1=CC=C2N1N=CC(=C2)C#N)NC(C)C